C(C)C(COC(C=1C(C(=O)OCC(CCCC)CC)=CC=CC1)=O)CCCC.C(CCC)OP(=O)(OCCCC)OCCCC.CN1C=CC2=CC(=CC=C12)CCNC(CCC)=O N-[2-(1-methylindol-5-yl)ethyl]butanamide tributyl-phosphate di(2-ethylhexyl)phthalate